acryl dimethyltaurate ammonium [NH4+].NC(C)(C)CS(=O)(=O)OC(=O)C=C